BrC1=CC=C(CNC(CC)=O)C=C1 N-(4-bromobenzyl)propanamide